C(C)OC(=O)C1=NC=C(C=C1C(=O)OCC)C 5-methyl-2,3-pyridinedicarboxylic acid diethyl ester